CN(C(C1=CC=C(C=C1)C1=CN(C2=NC=C(N=C21)B2OC(C(O2)(C)C)(C)C)S(=O)(=O)C2=CC=C(C)C=C2)=O)C N,N-dimethyl-4-(2-(4,4,5,5-tetramethyl-1,3,2-dioxaborolan-2-yl)-5-tosyl-5H-pyrrolo[2,3-b]pyrazin-7-yl)benzamide